2-phenylimino-1-p-tolyl-4-p-tolylthiazole C1(=CC=CC=C1)N=C1S(C=C(N1)C1=CC=C(C=C1)C)C1=CC=C(C=C1)C